N'-((8-fluoro-1,2,3,5,6,7-hexahydro-s-indacen-4-yl)carbamoyl)-4-(2-hydroxypropan-2-yl)thiazole-2-sulfonimidamide FC=1C=2CCCC2C(=C2CCCC12)NC(=O)N=S(=O)(N)C=1SC=C(N1)C(C)(C)O